(1S,3R,4R)-tert-butyl 3-((4-(3-iodo-4-oxo-4,5,6,7-tetrahydro-1H-pyrrolo[3,2-c]pyridin-2-yl)pyridin-3-yloxy)methyl)-2-aza-bicyclo[2.2.1]heptane-2-carboxylate IC1=C(NC2=C1C(NCC2)=O)C2=C(C=NC=C2)OC[C@@H]2N([C@H]1CC[C@@H]2C1)C(=O)OC(C)(C)C